[Pb](=O)=O Lead(IV) oxide